C([O-])([O-])=O.[Zn+2].[Co+2].C([O-])([O-])=O cobalt zinc carbonate